Methyl 5-(3-cyclopropoxyphenyl)-1-(2-methoxyphenyl)-1H-pyrazole-3-carboxylate C1(CC1)OC=1C=C(C=CC1)C1=CC(=NN1C1=C(C=CC=C1)OC)C(=O)OC